BrC1=C(C(=CC=C1)CBr)OC(C)C 1-bromo-3-(bromomethyl)-2-isopropoxy-benzene